Tertiary-butyl acrylate C(C=C)(=O)OC(C)(C)C